[C@]12(C(CC(CC1)C2(C)C)C(=O)O)C (-)-(1S)-Camphanic acid